(R)-4-(1-(5-(4-fluorophenyl)-1-(4-(trifluoromethyl)benzyl)-1H-indole-7-carboxamido)ethyl)benzoic acid FC1=CC=C(C=C1)C=1C=C2C=CN(C2=C(C1)C(=O)N[C@H](C)C1=CC=C(C(=O)O)C=C1)CC1=CC=C(C=C1)C(F)(F)F